1-[4-({(1R)-1-[3-(1,1-difluoro-2-hydroxyethyl)-2-fluorophenyl]ethyl}amino)-2-methylpyrido[3,4-d]pyrimidin-6-yl]-1lambda5-phospholan-1-one FC(CO)(F)C=1C(=C(C=CC1)[C@@H](C)NC=1C2=C(N=C(N1)C)C=NC(=C2)P2(CCCC2)=O)F